1-(3,4-dimethoxyphenyl)-1-pentanone COC=1C=C(C=CC1OC)C(CCCC)=O